C(C1=CC=CC=C1)OC(=O)N1C(CCCC1(C)C)(C)C N-(benzyloxycarbonyl)-2,2,6,6-tetramethylpiperidine